N-((S)-2,2-dicyclopropyl-1-(5-(((S)-2-oxo-4-(trifluoro-methyl)imidazolidin-1-yl)methyl)benzo[d]oxazol-2-yl)ethyl)-1,3-dimethyl-1H-pyrazole-4-carboxamide C1(CC1)C([C@@H](C=1OC2=C(N1)C=C(C=C2)CN2C(N[C@@H](C2)C(F)(F)F)=O)NC(=O)C=2C(=NN(C2)C)C)C2CC2